C(C1=CC=CC=C1)OC1=C(OC=CC1=O)C(=O)[O-] 3-(Benzyloxy)-4-oxo-4H-pyran-2-carboxylate